3-(3-Chloro-4-fluorophenyl)-1-(1-(6,7-difluoro-1-oxo-1,2-dihydroisoquinolin-4-yl)ethyl)-1-ethylurea ClC=1C=C(C=CC1F)NC(N(CC)C(C)C1=CNC(C2=CC(=C(C=C12)F)F)=O)=O